C(C)(C)C1=C(C(=CC=C1)C(C)C)N1C(=NC2=CC(=C(C=C2C1=O)/C=C/C(=O)NO)F)C (E)-3-(3-(2,6-diisopropylphenyl)-7-fluoro-2-methyl-4-oxo-3,4-dihydroquinazolin-6-yl)-N-hydroxyacrylamide